CC1=C(C=NC=2OCCNC21)NC2=C(C(NC=C2)=O)C(=O)NC2=CC=C(C=C2)S(=O)(=O)C 4-((8-methyl-2,3-dihydro-1H-pyrido[2,3-b][1,4]oxazin-7-yl)amino)-N-(4-(methylsulfonyl)phenyl)-2-oxo-1,2-dihydropyridine-3-carboxamide